N-(5-(2-(3-isopropylazetidin-1-yl)acetamido)-2-methylpyridin-3-yl)-2-(1-methyl-1H-pyrazol-4-yl)-1H-pyrrolo[2,3-b]pyridine-5-carboxamide C(C)(C)C1CN(C1)CC(=O)NC=1C=C(C(=NC1)C)NC(=O)C=1C=C2C(=NC1)NC(=C2)C=2C=NN(C2)C